C1(=CC=CC=C1)C1(CCC2(OCCO2)CC1)CCC(=O)OC Methyl 3-(8-phenyl-1,4-dioxaspiro[4.5]decan-8-yl)propanoate